S1C=NC2=C1C=CC(=C2)NC2=C1C(=CC=3C=CC=NC23)S(C(C1=C)(C)C)(=O)=O (benzo[d]thiazol-5-yl-amino)-2,2-dimethyl-3-methylene-2,3-dihydrothieno[2,3-g]quinoline 1,1-dioxide